tert-butyl 3-{[(1,3-dioxo-1,3-dihydro-2H-isoindol-2-yl)oxy]methyl}piperidine-1-carboxylate O=C1N(C(C2=CC=CC=C12)=O)OCC1CN(CCC1)C(=O)OC(C)(C)C